C(C)(C)(C)N1C(CC(C1=O)CCC[Si](OC)(OC)OC)=O N-tert-butyl-3-(3-trimethoxysilylpropyl)succinimide